trans-4-((5-fluoro-4-(3-(piperidin-1-yl)phenyl)pyrimidin-2-yl)amino)cyclohexane-1-carboxylic acid FC=1C(=NC(=NC1)N[C@@H]1CC[C@H](CC1)C(=O)O)C1=CC(=CC=C1)N1CCCCC1